C(C)OC(=O)C1=NN(C(=C1)C(=O)OC(C)(C)C)C 1-methyl-1H-pyrazole-3,5-dicarboxylic acid 5-tert-butyl 3-ethyl ester